ClC/C=C/C(=O)NC=1C=C2C(=C(C(=NC2=CC1OCC)CC)C#N)NC=1C=C2C=NN(C2=CC1)C (E)-4-chloro-N-(3-cyano-7-ethoxy-2-ethyl-4-((1-methyl-1H-indazol-5-yl)amino)quinolin-6-yl)but-2-enamide